C(C)(C)(C)N1CCC(CC1)(C1=CC=C(C=C1)Cl)C(N)=O Tert-butyl-4-carbamoyl-4-(4-chlorophenyl)piperidine